3-([2-[6-oxo-5-(trifluoromethyl)-1,6-dihydropyridazin-4-yl]-2,3-dihydro-1H-isoindol-1-yl]methoxy)benzoic acid O=C1C(=C(C=NN1)N1C(C2=CC=CC=C2C1)COC=1C=C(C(=O)O)C=CC1)C(F)(F)F